C(C)NC1=NC(=NC=C1C(F)(F)F)NC1=CC(=C(C=C1OC)C(=O)N1CCOCC1)F [4-[[4-(ethylamino)-5-(trifluoromethyl)pyrimidin-2-yl]amino]-2-fluoro-5-methoxy-phenyl]-morpholino-methanone